ClC1=C(C=C(C=C1)NC(=O)NC1=C(C(=C(C(=C1)F)F)C(=O)C=1C=C2N=C(C=NC2=CC1)N1CCOCC1)F)C(F)(F)F 1-(4-chloro-3-(trifluoromethyl)phenyl)-3-(2,4,5-trifluoro-3-(3-morpholinoquinoxaline-6-carbonyl)phenyl)urea